CN[C@H](CC(=O)[O-])C(=O)[O-] anti-(R)-N-methyl-D-aspartate